C[C@@H]1CC[C@@H]2[C@@H]1C[C@@]3([C@@H]4C[C@]2([C@]3(C(=C4)C(C)C)C(=O)O)C=O)CO The molecule is a tetracyclic diterpenoid that is produced by several fungi including Sordaria araneosa. It has a role as a fungal metabolite and an antifungal agent. It is a tetracyclic diterpenoid, a bridged compound, a 3-oxo monocarboxylic acid, an aldehyde and a primary alcohol. It is a conjugate acid of a sordaricin(1-).